(2s,3s)-DIAMINOSUCCINIC ACID C(C(C(=O)O)N)(C(=O)O)N